COCOC=1C=C(C=C(C1C1=C(C=CC(=C1)C)C(=C)C)O)CCCCC 6-(methoxymethoxy)-5'-methyl-4-pentyl-2'-(prop-1-en-2-yl)-[1,1'-biphenyl]-2-ol